ClC=1C(N(N=CC1NC[C@H]1COCC[S@@]1=O)C1=CC=C(C=C1)OC1=CC=C(C=C1)F)=O 4-chloro-2-(4-(4-fluorophenoxy)phenyl)-5-((((3S,4S)-4-oxido-1,4-oxathian-3-yl)methyl)amino)pyridazin-3(2H)-one